indolylethene N1C(=CC2=CC=CC=C12)C=C